N-((3R)-7-(3,8-diazabicyclo[3.2.1]octan-3-yl)chroman-3-yl)-6-(benzylamino)nicotinamide C12CN(CC(CC1)N2)C2=CC=C1C[C@H](COC1=C2)NC(C2=CN=C(C=C2)NCC2=CC=CC=C2)=O